4-(Dibenzo[b,d]thiophen-4-yl)-2-fluoro-1-methylpyridin-1-ium iodide [I-].C1=CC=C(C=2SC3=C(C21)C=CC=C3)C3=CC(=[N+](C=C3)C)F